(R)-tert-butyl (1-(3-chloro-6-nitroisoquinolin-1-yl)pyrrolidin-3-yl)carbamate ClC=1N=C(C2=CC=C(C=C2C1)[N+](=O)[O-])N1C[C@@H](CC1)NC(OC(C)(C)C)=O